1-(4-((8-((3-methyl-4-((1-methyl-1H-benzo[d][1,2,3]triazol-5-yl)oxy)phenyl)amino)pyrimido[5,4-d]pyrimidin-2-yl)oxy)piperidin-1-yl)prop-2-en-1-one CC=1C=C(C=CC1OC1=CC2=C(N(N=N2)C)C=C1)NC1=NC=NC2=C1N=C(N=C2)OC2CCN(CC2)C(C=C)=O